ClC1=C(C=CC2=C1C(=NC(C=1N2N=CN1)C)C1=NC=CC=C1F)Cl 7,8-dichloro-6-(3-fluoro-2-pyridinyl)-4-methyl-4H-[1,2,4]triazolo[1,5-a][1,4]benzodiazepine